6-bromo-1,2,3,4-tetrahydronaphthalene-2-amine BrC=1C=C2CCC(CC2=CC1)N